C(C)(C)(C)OC(=O)N[C@H](C(=O)OCC1=CC=CC=C1)CC1=CC=C(C=C1)CO (S)-benzyl 2-((tert-butoxycarbonyl) amino)-3-(4-(hydroxymethyl) phenyl)-propionate